C(C)NC1=C(CNC(=O)N2CCC3(N(C4=CC=C(C=C4C(C3)=O)F)C)CC2)C=CC(=C1)F N-(2-(ethylamino)-4-fluorobenzyl)-6'-fluoro-1'-methyl-4'-oxo-3',4'-dihydro-1'H-spiro[piperidine-4,2'-quinoline]-1-carboxamide